C12CC(CC2C1)=O bicyclo[3.1.0]hexane-3-one